5-(2-amino-[1,2,4]triazolo[1,5-a]pyridin-7-yl)-N-(2-(cyclopentyloxy)-6-fluorobenzyl)-2-methoxynicotinamide NC1=NN2C(C=C(C=C2)C=2C=NC(=C(C(=O)NCC3=C(C=CC=C3F)OC3CCCC3)C2)OC)=N1